[Br-].BrCCC[P+](C1=CC=CC=C1)(C1=CC=CC=C1)C1=CC=CC=C1 3-bromopropyltriphenylphosphonium bromide